OC(C)C1=NC=2C=CC=CC2C2=C1C=CN2 4-(1-hydroxyethyl)-1H-pyrrolo[3,2-c]quinolin